[Si](C)(C)(C(C)(C)C)OCC=1C=C(C=C(C1)CO[Si](C)(C)C(C)(C)C)[N+](=O)[O-] 3,5-bis-(t-butyldimethylsilyloxymethyl)-1-nitrobenzene